Cl.NCC1=CC(=CS1)C(=N)NO 5-(aminomethyl)-N-hydroxythiophene-3-carboxamidine hydrochloride